BrC1=C2C=CC=CC2=C(C2=CC=CC=C12)C1=CC=CC=2C3=C(OC21)C=CC(=C3)Cl 6-(10-bromoanthracene-9-yl)-2-chlorodibenzofuran